IC1=CC(=C(C=C1C)NC1=CC=C2C(=N1)C=NN2C(COC)C)C N-(4-iodo-2,5-dimethylphenyl)-1-(1-methoxypropan-2-yl)-1H-pyrazolo[4,3-b]pyridin-5-amine